C(=O)C1C(C1)C1=NC=CC(=N1)NC(OC(C)(C)C)=O tert-butyl (2-(2-formylcyclopropyl)pyrimidin-4-yl)carbamate